C(#N)C1=C(C=CC=C1)C1SC=CN1[C@H](C(=O)N[C@H](C(C=1SC=CN1)O)CCC1=CC=C(C=C1)F)CCC(C)O 2-(2-cyanophenyl)-N-((2S)-1-(((2S)-4-(4-fluorophenyl)-1-hydroxy-1-(thiazol-2-yl)butan-2-yl)amino)-5-hydroxy-1-oxohexan-2-yl)thiazole